(cyanomethyl)-2-fluoro-4-(5-fluoro-2-((1-methyl-1H-pyrazol-4-yl)amino)pyrimidin-4-yl)benzamide C(#N)CC=1C(=C(C(=O)N)C=CC1C1=NC(=NC=C1F)NC=1C=NN(C1)C)F